1-(tert-Butoxycarbonyl)indoline C(C)(C)(C)OC(=O)N1CCC2=CC=CC=C12